C(#C)C=1C(=CC=C2C=CC=C(C12)C1=C(C=2N=C(N=C(C2C=N1)N1[C@H](CNCC1)C)OC[C@]12CCCN2C[C@@H](C1)F)F)F 7-(8-ethynyl-7-fluoronaphthalen-1-yl)-8-fluoro-2-(((2R,7aS)-2-fluorotetrahydro-1H-pyrrolizin-7a(5H)-yl)methoxy)-4-((S)-2-methylpiperazin-1-yl)pyrido[4,3-d]pyrimidine